3-Chloro-4-((4-chloro-2-fluorophenyl)methoxy-d2)-2'-(3-(2-hydroxypropan-2-yl)-1H-pyrazol-1-yl)-5',6-dimethyl-2H-[1,4'-bipyridin]-2-one ClC=1C(N(C(=CC1OC([2H])([2H])C1=C(C=C(C=C1)Cl)F)C)C1=CC(=NC=C1C)N1N=C(C=C1)C(C)(C)O)=O